FC1=C(C=C(C(=C1)F)F)NC(=O)C=1COC2=C(C1)C=CC=C2 N-(2,4,5-trifluorophenyl)-2H-benzopyran-3-carboxamide